4-[5-(2-aminoethyl)pyrimidin-2-yl]-3-[6-(2,2-difluoroethoxy)-2-methylpyrimidin-4-yl]oxybenzonitrile NCCC=1C=NC(=NC1)C1=C(C=C(C#N)C=C1)OC1=NC(=NC(=C1)OCC(F)F)C